C(C(=O)O)(=O)O.CNCCC(OC1=CC=CC=2OCOC21)C2=CC=CC=C2 N-methyl-3-phenyl-3-[(benzo[d][1,3]dioxolan-4-yl)oxy]propylamine oxalate